4-(benzyloxy)-2-(4-(tert-butyl)-2-(2-((tert-butyldimethylsilyl)oxy)ethoxy)phenyl)-6-methylpyridine C(C1=CC=CC=C1)OC1=CC(=NC(=C1)C)C1=C(C=C(C=C1)C(C)(C)C)OCCO[Si](C)(C)C(C)(C)C